N[C@@H](CCSC)C(=O)O[Si](C)(C)C L-methionine, trimethylsilyl ester